C(C)OC(=O)C1(CCCCC1)N trans-aminocyclohexyl-carboxylic acid ethyl ester